N1N=C(C=C1)CN1C(C2=CC=C(C=C2C=N1)S(=O)(=O)C1=NC=CN=C1)=O 2-((1H-pyrazol-3-yl)methyl)-6-(pyrazin-2-ylsulfonyl)phthalazin-1(2H)-one